N1N=CC(=C1)C1=CC=C(C=C1)NC1=NC(=NC=C1)C=1C=CC2=C(SC(=C2)C(=O)NC2CCN(CC2)C2=C(C=NC=C2)Cl)C1 6-(4-((4-(1H-pyrazol-4-yl)phenyl)-amino)-pyrimidin-2-yl)-N-(1-(3-chloropyridin-4-yl)piperidin-4-yl)benzo[b]-thiophene-2-carboxamide